silver-boron [B].[Ag]